(6E)-6-[(6-chloro-2-methyl-2H-indazol-5-yl)imino]-3-[(1-methyl-1H-1,2,4-triazole-3-yl)methyl]-1-(2,4,5-trifluorobenzyl)-1,3,5-triazinE-2,4-dione ClC=1C(=CC2=CN(N=C2C1)C)\N=C\1/NC(N(C(N1CC1=C(C=C(C(=C1)F)F)F)=O)CC1=NN(C=N1)C)=O